rac-(R)-6-chloro-7-(2-(((4-chloro-pyridazin-3-yl)oxy)methyl)pyrrolidin-1-yl)-4-oxo-1-(pyrazin-2-yl)-1,4-dihydro-1,8-naphthyridine-3-carboxylic acid ClC=1C=C2C(C(=CN(C2=NC1N1[C@H](CCC1)COC=1N=NC=CC1Cl)C1=NC=CN=C1)C(=O)O)=O |r|